C1(CC1)C1=CC(=NC(=N1)C(F)(F)F)C1=NN(C=N1)/C=C(/C(=O)O)\C=1C=NC=NC1 (E)-3-(3-(6-cyclopropyl-2-(trifluoromethyl)pyrimidin-4-yl)-1H-1,2,4-Triazol-1-yl)-2-(pyrimidin-5-yl)acrylic acid